(E)-N-((1,2,3,5,6,7-Hexahydro-s-indacen-4-yl)carbamoyl)-2-(tetrahydro-2H-pyran-4-yl)ethensulfonamid C1CCC2=C(C=3CCCC3C=C12)NC(=O)NS(=O)(=O)\C=C\C1CCOCC1